5'-methyl-4-pentyl-2'-(prop-1-en-2-yl)-3-(4H-pyran-4-yl)-1',2',3',4'-tetrahydro-[1,1'-biphenyl]-2,6-diol CC=1CCC(C(C1)C=1C(=C(C(=CC1O)CCCCC)C1C=COC=C1)O)C(=C)C